N-(4-((7-(2-(4,4-difluoropiperidin-1-yl)ethoxy)-6-methoxyquinolin-4-yl)oxy)-3-fluorophenyl)-5-(4-fluorophenyl)-6-oxo-2,3,5,6-tetrahydrofuro[3,2-c]pyridine-7-carboxamide FC1(CCN(CC1)CCOC1=C(C=C2C(=CC=NC2=C1)OC1=C(C=C(C=C1)NC(=O)C1=C2C(=CN(C1=O)C1=CC=C(C=C1)F)CCO2)F)OC)F